CS(=O)(=O)N1CCC(CC1)NC1=NN2C(C=N1)=CC=C2C2=NC=CC=C2 N-(1-(methylsulfonyl)piperidin-4-yl)-7-(pyridin-2-yl)pyrrolo[2,1-f][1,2,4]triazin-2-amine